[Cl-].C(#N)CCCN1CN(C=C1)C 1-(3-cyanopropyl)-3-methylimidazole Chloride